COC1=CC(=NC=C1)OC1=CC=C(C(=O)N)C=C1 4-((4-methoxypyridin-2-yl)oxy)benzamide